C(C)(C)(C)C1=CC(CC(C1)=CC1=CC=C(C=C1)F)C(C)(C)C 2,6-di-tert-butyl-4-(4-fluorobenzylidene)cyclohexen